C(C1=CC=CC=C1)N1N=CC2=CC=C(C=C12)C=1C(=CC(N(C1)C)=O)O[C@@H]1CC[C@H](CC1)N(C(C)=O)C trans-N-(4-((5-(1-benzyl-1H-indazol-6-yl)-1-methyl-2-oxo-1,2-dihydropyridin-4-yl)oxy)cyclohexyl)-N-methylacetamide